C(C)(C)(C)OC(=O)N1CCN(CC1)C=1C2=CN(N=C2C(=CC1)C(=O)O)C 4-[4-(tert-butoxycarbonyl)piperazin-1-yl]-2-methylindazole-7-carboxylic acid